C(#N)C1=CC(=C(COC2=NC(=NC=C2F)C23CCN(CC3C2)CC2=NC3=C(N2C[C@H]2OCC2)C=C(C=C3OC)C(=O)O)C=C1)OC 2-((6-(4-((4-cyano-2-methoxybenzyl)oxy)-5-fluoropyrimidin-2-yl)-3-azabicyclo[4.1.0]heptan-3-yl)methyl)-4-methoxy-1-(((S)-oxetan-2-yl)methyl)-1H-benzo[d]imidazole-6-carboxylic acid